NC=1C2=C(N=CN1)N(C(=C2C2=CC=C(C=C2)OC2=NC=CC(=N2)C)C2=CC=C(C=C2)N2C(C(=C[C@H]2C)C)=O)C (R)-1-(4-(4-amino-7-methyl-5-(4-((4-methylpyrimidin-2-yl)oxy)phenyl)-7H-pyrrolo[2,3-d]pyrimidin-6-yl)phenyl)-3,5-dimethyl-1,5-dihydro-2H-pyrrol-2-one